1-(3'-(2-(3-amino-3-methylpyrrolidin-1-yl)pyridin-4-yl)-3-chloro-5'-fluoro-2'-hydroxy-[1,1'-biphenyl]-4-yl)-3-methyl-1H-imidazol-2(3H)-one NC1(CN(CC1)C1=NC=CC(=C1)C=1C(=C(C=C(C1)F)C1=CC(=C(C=C1)N1C(N(C=C1)C)=O)Cl)O)C